C(C)(C)(C)C1=CC=CC2=C(C3=CC=CC=C3C=C12)OC(=O)CC(C(=O)O)C=CCCCCCCCCCCCCCC 4-(tert-butyl)-9-(2-n-hexadecenyl-2-carboxyethyl)carbonyloxyanthracene